C(=O)(O)COC1=CC=CC=C1 4-carboxymethoxybenzene